4-(1-(1-((5-(3-fluorophenoxy)thiazol-2-yl)amino)-1-oxopropan-2-yl)piperidin-3-yl)benzoic acid FC=1C=C(OC2=CN=C(S2)NC(C(C)N2CC(CCC2)C2=CC=C(C(=O)O)C=C2)=O)C=CC1